O-N-(5-nitrothiazol-2-yl)carbamoyl-phenol [N+](=O)([O-])C1=CN=C(S1)NC(=O)OC1=CC=CC=C1